3-(4-((4-cyclopropyl-5-(trifluoromethyl)pyrimidin-2-yl)amino)-3-methyl-1H-pyrazol-1-yl)pyrrolidin-2-one nonacosyl-chloroacetate C(CCCCCCCCCCCCCCCCCCCCCCCCCCCC)OC(CCl)=O.C1(CC1)C1=NC(=NC=C1C(F)(F)F)NC=1C(=NN(C1)C1C(NCC1)=O)C